N-behenylpropylenediamine C(CCCCCCCCCCCCCCCCCCCCC)NCC(C)N